(S)-6-(1-(5-(5-chloro-2-methylpyridin-4-yl)-7-(2-(ethyl(methyl)amino)ethyl)-1-oxo-3,4-dihydroisoquinolin-2(1H)-yl)ethyl)-4-ethoxynicotinonitrile ClC=1C(=CC(=NC1)C)C1=C2CCN(C(C2=CC(=C1)CCN(C)CC)=O)[C@@H](C)C1=NC=C(C#N)C(=C1)OCC